C[C@@]12CC[C@@]3([C@@]([C@]1(CC4=C(O2)C=C(OC4=O)C5=CC(=C(C=C5)OC)OC)O)(C(=O)C=CC3(C)C)C)O The molecule is an organic heterotetracyclic compound that is 4a,12a-dihydroxy-4,4,6a,12b-tetramethyl-4a,6,6a,12,12a,12b-hexahydro-4H,11H-benzo[f]pyrano[4,3-b]chromene-1,11(5H)-dione substituted by 3,4-dimethoxyphenyl group at position 9 (the 4aR,6aR,12aS,12bS steroisomer). Isolated from the culture broth of Penicillium, it acts as a selective inhibitor of acetylcholinesterase. It has a role as a metabolite, an antimicrobial agent, an EC 3.1.1.7 (acetylcholinesterase) inhibitor and a Penicillium metabolite. It is an organic heterotetracyclic compound, an aromatic ether, a tertiary alcohol, a delta-lactone and an enone.